OC1=C(C=C(C=C1)C=1C(=NC=CC1)SC1=CC=C(C=C1)C(F)(F)F)S(=O)(=O)NC 2-hydroxy-N-methyl-5-[2-[4-(trifluoromethyl)phenyl]sulfanyl-3-pyridyl]benzenesulfonamide